(2R)-3-hydroxy-2-[(2-methyl-5-{[2-(trifluoromethyl)pyridin-3-yl]methoxy}-1-benzothiophen-3-yl)formamido]propanamide OC[C@H](C(=O)N)NC(=O)C1=C(SC2=C1C=C(C=C2)OCC=2C(=NC=CC2)C(F)(F)F)C